C[As]([O-])(=O)C dimethylarsinate